C1=CC=C(C(=C1)[N+](=O)[O-])Cl mononitrochlorobenzene